CC=CC(=O)OC(CCCC1=C(C(=O)C2=CC=CC=C2)C=CC=C1)CC 4-(methyl)acryloyloxyhexylbenzophenone